trans-benzyl (2-(4-fluoro-3-methoxyphenyl)-5-oxopyrrolidin-3-yl)carbamate FC1=C(C=C(C=C1)[C@@H]1NC(C[C@H]1NC(OCC1=CC=CC=C1)=O)=O)OC